[Cl-].CC(C)[NH3+] 1-methyl-ethyl-ammonium chloride